COCCCCCCC 2-oxanonane